(R)-(1-(1H-pyrazol-3-yl)propyl)carbamic acid tert-butyl ester C(C)(C)(C)OC(N[C@H](CC)C1=NNC=C1)=O